4-Difluoromethyl-4-hydroxy-piperidine FC(C1(CCNCC1)O)F